(E)-4-(2-chlorophenyl)-2-(2-isopropoxyformylbenzylidenehydrazino)thiazole ClC1=C(C=CC=C1)C=1N=C(SC1)N/N=C/C1=C(C=CC=C1)C(=O)OC(C)C